ClC1=C(N=C(S1)NS(=O)(=O)C1=NC=C(C=C1)/N=C/C1=C(C(=CC=C1)OC)O)C1=CC(=C(C=C1)Cl)F (E)-N-(5-chloro-4-(4-chloro-3-fluorophenyl)thiazol-2-yl)-5-((2-hydroxy-3-methoxybenzylidene)amino)pyridine-2-sulfonamide